FC1=C(C=CC=C1C(F)(F)F)[C@@H](C)NC(=O)C=1C=2N(C=C(C1)O[C@H]1COCC1)C[C@H](N2)C (R)-N-((R)-1-(2-fluoro-3-(trifluoromethyl)phenyl)ethyl)-2-methyl-6-(((R)-tetrahydrofuran-3-yl)oxy)-2,3-dihydroimidazo[1,2-a]pyridine-8-carboxamide